FC1=C(N=C2N(C1=O)C=CN=C2)C 3-fluoro-2-methyl-4H-pyrazino[1,2-a]pyrimidin-4-one